CC1=C(C=NC=2OCCN(C21)C(=O)OC(C)(C)C)N2CC=1N=C(N=CC1CC2)NC2=CC=C(C=C2)N2CCN(CC2)C tert-butyl 8-methyl-7-(2-{[4-(4-methylpiperazin-1-yl) phenyl] amino}-5H,6H,7H,8H-pyrido[3,4-d]pyrimidin-7-yl)-1H,2H,3H-pyrido[2,3-b][1,4]oxazine-1-carboxylate